2-(4-chloro-3,5-dimethylphenoxy)ethanol ClC1=C(C=C(OCCO)C=C1C)C